tert-Butyl 3-hydroxy-4-(3-methoxy-4-methoxycarbonyl-phenyl)piperidine-1-carboxylate OC1CN(CCC1C1=CC(=C(C=C1)C(=O)OC)OC)C(=O)OC(C)(C)C